3-(4-(((1R,3S)-3-aminocyclopentyl)(2-cyclopropylethyl)amino)-1-oxoisoindolin-2-yl)piperidine-2,6-dione N[C@@H]1C[C@@H](CC1)N(C1=C2CN(C(C2=CC=C1)=O)C1C(NC(CC1)=O)=O)CCC1CC1